C(=O)C1=C2C(=NC(=C1)C(=O)NC1=CC(=CC=C1)C1(CC(C1)C)C1=NN=CN1C)C(CN2)(C)C 7-formyl-3,3-dimethyl-N-{3-[(1r,3S)-3-methyl-1-(4-methyl-1,2,4-triazol-3-yl)cyclobutyl]phenyl}-1h,2h-pyrrolo[3,2-b]pyridine-5-carboxamide